C(C)(C)(C)OC(=O)N(C1C(C1)C1=CC=C(C=C1)F)CC=1C=C2CCN(CC2=CC1)CCCC1=CC=C(C(=O)OCC)C=C1 Ethyl 4-(3-(6-(((tert-butoxycarbonyl)(2-(4-fluorophenyl)cyclopropyl)amino)methyl)-3,4-dihydroisoquinolin-2(1H)-yl)propyl)benzoate